C(C)OCCC=1C=C(C=C2C(C3=C(N(C12)C)CN1C(C2=C(C=C13)[C@@](C(OC2)=O)(O)CC)=O)=O)F (S)-10-(2-ethoxyethyl)-4-ethyl-8-fluoro-4-hydroxy-11-methyl-1,12-dihydro-14H-pyrano[3',4':6,7]indolizino[2,1-b]quinoline-3,6,14(4H,11H)-trione